C(CCCCCCCCC)[Si](OC)(OC)OC n-Decyl-trimethoxysilan